ClC=1C(=C(C(=CC1)C(F)F)C1=CN=CC(=N1)C(=O)NC=1C=NN(C1)[C@@H](C)C=1C=NC(=NC1)N1C(C2=NC=CC=C2C1)=O)F |r| (S and R)-6-(3-chloro-6-(difluoromethyl)-2-fluorophenyl)-N-(1-(1-(2-(7-oxo-5,7-dihydro-6H-pyrrolo[3,4-b]pyridin-6-yl)pyrimidin-5-yl)ethyl)-1H-pyrazol-4-yl)pyrazine-2-carboxamide